(s)-tert-butyl (3-(4-chlorophenyl)-3-methoxypropyl)carbamate ClC1=CC=C(C=C1)[C@H](CCNC(OC(C)(C)C)=O)OC